ClC1=CC(=C(C=C1)C1(OC2=C(O1)C=CC=C2C2=CC=C(C(=N2)OC)CC2=NC1=C(N2CCOC)C=C(C=C1)C(=O)OC)C)F Methyl 2-((6-(2-(4-chloro-2-fluorophenyl)-2-methylbenzo[d][1,3]dioxol-4-yl)-2-methoxypyridin-3-yl)methyl)-1-(2-methoxyethyl)-1H-benzo[d]imidazole-6-carboxylate